C(#N)C(C(=O)OCCCCCCC)=C 1-heptyl cyanoacrylate